CN(C1=CC=C(NC2=NC(=NC(=C2)C2=CC=CC=C2)C2CN(CCC2)C(=O)OC(C)(C)C)C=C1)C tert-butyl 3-[4-[4-(dimethylamino) anilino]-6-phenyl-pyrimidin-2-yl]piperidine-1-carboxylate